C(C1=CC=CC=C1)OC=1C=C2C(=C(N(C2=CC1)C1=CC(=C(C=C1)F)C)C(C)C)C1CC(C1)C#N 3-[5-benzyloxy-1-(4-fluoro-3-methyl-phenyl)-2-isopropyl-indol-3-yl]Cyclobutanenitrile